5-ethylsulfanyl-1-(methoxy-methyl)-3-methyl-6-[3-methyl-6-(trifluoromethyl)imidazo[4,5-b]pyridine-2-yl]benzimidazol-2-one C(C)SC1=CC2=C(N(C(N2C)=O)COC)C=C1C1=NC=2C(=NC=C(C2)C(F)(F)F)N1C